decyl (8-((8-(didecylamino)-8-oxooctyl)(methyl)amino)octyl) carbonate C(OCCCCCCCCCC)(OCCCCCCCCN(C)CCCCCCCC(=O)N(CCCCCCCCCC)CCCCCCCCCC)=O